C(C(C)C)[C@H](NC([C@@H](NC([C@@H](NC(C1=CC=C(C=C1)C1=NC=CC=C1)=O)C)=O)C(C)C)=O)C(N[C@H](\C=C\C(=O)OCC1=CC=CC=C1)C[C@H]1C(NCC1)=O)=O benzyl (3S,6S,9S,12S,E)-9-isobutyl-6-isopropyl-3-methyl-1,4,7,10-tetraoxo-12-(((S)-2-oxopyrrolidin-3-yl)methyl)-1-(4-(pyridin-2-yl)phenyl)-2,5,8,11-tetraazapentadec-13-en-15-oate